9-(4-methoxybenzyl)-9H-fluorene-9-ol COC1=CC=C(CC2(C3=CC=CC=C3C=3C=CC=CC23)O)C=C1